CC1(CC1)N1N=NC(=C1)[C@H](C1=C2C=CC(=NC2=CC=C1)C)NC=1C=C2C(=C(C=NC2=C(C1)C#N)C#N)NCC(C)(C)C (S)-6-(((1-(1-methylcyclopropyl)-1H-1,2,3-triazol-4-yl)(2-methylquinolin-5-yl)methyl)amino)-4-(neopentylamino)quinoline-3,8-dicarbonitrile